5,5'-(1,4-phenylene)-bis-1,3,4-Oxadiazole C1(=CC=C(C=C1)C1=NN=CO1)C1=NN=CO1